BrCC bromoeth-ane